1-ethyl-6,8-difluoro-7-(3-methyl-1-piperazinyl)-4-oxo-1,4-dihydroquinoline-3-carboxylic acid (2,3,4-trifluorophenyl)-amide FC1=C(C=CC(=C1F)F)NC(=O)C1=CN(C2=C(C(=C(C=C2C1=O)F)N1CC(NCC1)C)F)CC